2-((4-hydroxy-3-methoxy-benzyl)amino)-2-oxoethyl 3-methylbutanoate CC(CC(=O)OCC(=O)NCC1=CC(=C(C=C1)O)OC)C